CC=1C=NNC1B1OC(C(O1)(C)C)(C)C 4-methyl-5-(4,4,5,5-tetramethyl-1,3,2-dioxaborolan-2-yl)-1H-pyrazole